N-cyclohexyl-2-{methyl[2-(pyridin-2-yl)-5H,6H,7H-cyclopenta[d]pyrimidin-4-yl]amino}propanamide C1(CCCCC1)NC(C(C)N(C=1C2=C(N=C(N1)C1=NC=CC=C1)CCC2)C)=O